9-(3-chloro-5-(naphthalene-2-yl)phenyl)phenanthrene ClC=1C=C(C=C(C1)C1=CC2=CC=CC=C2C=C1)C=1C2=CC=CC=C2C=2C=CC=CC2C1